[N+](=O)([O-])C=1C=NN(C1C1=C(C=CC=C1)NC(OC(C)(C)C)=O)COCC[Si](C)(C)C tert-butyl (2-(4-nitro-1-((2-(trimethylsilyl)ethoxy)methyl)-1H-pyrazol-5-yl)phenyl)carbamate